C(C)(C)(C)OC(=O)NCC1(OC2=C(C1)C=C(C=C2[C@@H](C)NC2=NC=1N(C=C2)N=CC1C(=O)OCC)Cl)C ethyl 5-(((1R)-1-(2-(((tert-butoxycarbonyl)amino)methyl)-5-chloro-2-methyl-2,3-dihydrobenzofuran-7-yl)ethyl)amino)pyrazolo[1,5-a]pyrimidine-3-carboxylate